(S)-4-(furo[3,2-c]pyridin-4-yl)-N-{1-[5-(hydroxymethyl)pyrimidin-2-yl]pyrrolidin-3-yl}benzamide O1C=CC=2C(=NC=CC21)C2=CC=C(C(=O)N[C@@H]1CN(CC1)C1=NC=C(C=N1)CO)C=C2